6-((1H-pyrazol-1-yl)methyl)-1-methyl-2-oxo-1,2-dihydropyridine-3-carboxylic acid N1(N=CC=C1)CC1=CC=C(C(N1C)=O)C(=O)O